[Pt].[Pd].[Ag].[Cu] copper-silver-palladium-platinum